CC(C)CC(C(=O)[O-])N The molecule is an alpha-amino-acid anion that is the conjugate base of leucine, arising from deprotonation of the carboxy group. It is an alpha-amino-acid anion and a branched-chain amino-acid anion. It is a conjugate base of a leucine.